ClC1=CC=C(C=C1)C(C(=O)C1=CC2=CC=CC=C2C=C1)CC(=O)C1=CC2=CC=CC=C2C=C1 2-(4-chlorophenyl)-1,4-di(naphthalen-2-yl)butane-1,4-dione